N=1C=CN2N=C(C=CC21)SCCC2C(NC1=CC=CC=C1N2S(=O)(=O)C2=CC=CC1=CC=CC=C21)=O 3-(2-(imidazo[1,2-b]pyridazin-6-ylsulfanyl)ethyl)-4-(naphthalene-1-ylsulfonyl)-3,4-dihydroquinoxalin-2(1H)-one